C(=O)O.C(CCC)[Mg]Br butyl-magnesium bromide format